(R)-1-(3-(3-Ethyl-4-trifluoroethyl-piperazine-1-carbonyl)-4-fluorobenzyl)quinazoline-2,4(1H,3H)-dione C(C)[C@@H]1CN(CCN1CC(F)(F)F)C(=O)C=1C=C(CN2C(NC(C3=CC=CC=C23)=O)=O)C=CC1F